1,3-di-p-tolyl-tetrazolone C1(=CC=C(C=C1)N1NN(NC1=O)C1=CC=C(C=C1)C)C